[N+](=O)([O-])C=1C(=C(C(=CC1OC)OC)C1=CC=CC=C1)OC nitro-2,4,6-trimethoxy-1,1'-biphenyl